ClC1=C(C#N)C(=CC(=N1)N1CCOCC1)C 2-chloro-4-methyl-6-morpholinonicotinonitrile